gadolinium terbium oxysulfide O=S.[Tb].[Gd]